O[C@@H]([C@H](C)[N+](=O)[O-])C1=C(C=CC=C1)O ((1R,2S)-1-hydroxy-2-nitropropyl)phenol